C(C(=C)C)(=O)OCCC[Si](OC)(OC)OC MethacryloxypropyltrimethoxySilane